C(C=C)N(C(C)=O)CC1=CC=C(C=C1)C1=NOC(=N1)C(F)(F)F N-allyl-N-[[4-[5-(trifluoromethyl)-1,2,4-oxadiazole-3-yl]phenyl]methyl]acetamide